N=1SC(=C2C1C=CC=C2)N2CCC(CC2)N 1-(2,1-Benzothiazol-3-yl)piperidin-4-amine